FC1=C2C=CNC2=CC(=C1OC=1C=CC(=C(C1)C=1N(C=C(N1)[C@H](C)C=1C(=C(C=CC1)CCC(=O)OCC)F)C)F)F |r| Racemic-ethyl 3-(3-(1-(2-(5-((4,6-difluoro-1H-indol-5-yl)oxy)-2-fluorophenyl)-1-methyl-1H-imidazol-4-yl)ethyl)-2-fluorophenyl)propanoate